n-butoxydisiloxan C(CCC)O[SiH2]O[SiH3]